[Si](C)(C)(C(C)(C)C)OCCC 3-((tert-Butyldimethylsilyl)oxy)propan